P(OCC1=CC(=C(C(=C1)C(C)(C)C)O)C(C)(C)C)([O-])=O 3,5-di-tert-butyl-4-hydroxybenzyl phosphonate